O1C(=CC=C1)CN furan-2-ylmethanamine